C(C)(C)[Si](O[C@@H]1C[C@H](CC1)NC=1C=CC(=NC1)N)(C(C)C)C(C)C 5-N-[(1S,3S)-3-[(triisopropylsilyl)oxy]cyclopentyl]pyridine-2,5-diamine